FC(C1=NN(C(=C1C(=O)Cl)F)C)F 3-(difluoromethyl)-5-fluoro-1-methyl-1H-pyrazole-4-carbonyl chloride